Cetyl isocyanat C(CCCCCCCCCCCCCCC)N=C=O